N[C@@H](CC(C)C)C(=O)OCC ethyl L-leucinate